CC1CCC(CN1)C(=O)N racemic-6-methyl-3-piperidineformamide